4-(2-fluorophenyl)-2-methylthiophene FC1=C(C=CC=C1)C=1C=C(SC1)C